(1s,3s)-N-(4-cyclobutyl-1-methyl-5-(4-(trifluoromethoxy)phenyl)-1H-pyrazol-3-yl)-3-methylcyclobutane-1-carboxamide C1(CCC1)C=1C(=NN(C1C1=CC=C(C=C1)OC(F)(F)F)C)NC(=O)C1CC(C1)C